FC1=CC=CC=2CC=3N(C12)C(C1=C(N3)C=NC=C1)=O 7-fluoropyrido[3',4':4,5]pyrimido[1,2-a]indol-5(11H)-one